C(C)(C)(C)C1=CC(=CC=2N=[13C](OC21)C2=CC=CC=C2)C 7-(tert-butyl)-5-methyl-2-phenylbenzoxazole-13C